C(C)(C)(C)C1=C(C(=CC(=C1)CC)C(C)(C)C)O 2,6-di-tert-butyl-p-ethyl-phenol